tert-butyl N-[(3S)-1-{7-[8-ethynyl-7-fluoro-3-(methoxymethoxy)naphthalen-1-yl]-8-fluoro-2-(hexahydropyrrolizin-7a-ylmethoxy)pyrido[4,3-d]pyrimidin-4-yl}azepan-3-yl]carbamate C(#C)C=1C(=CC=C2C=C(C=C(C12)C1=C(C=2N=C(N=C(C2C=N1)N1C[C@H](CCCC1)NC(OC(C)(C)C)=O)OCC12CCCN2CCC1)F)OCOC)F